3-iodo-1-(2-methacryloylaminoethyl)-pyridinium chloride [Cl-].IC=1C=[N+](C=CC1)CCNC(C(=C)C)=O